5-amino-1-(3-chloro-5-nitropyridin-2-yl)-1H-pyrazole-4-carboxylic acid ethyl ester C(C)OC(=O)C=1C=NN(C1N)C1=NC=C(C=C1Cl)[N+](=O)[O-]